2-(6-(((R)-1-(3-(difluoromethyl)-2-fluorophenyl)ethyl)amino)-5-(1,3-dioxolan-2-yl)-2-methoxypyrimidin-4-yl)-N-(3-fluoropyridin-4-yl)propionamide FC(C=1C(=C(C=CC1)[C@@H](C)NC1=C(C(=NC(=N1)OC)C(C(=O)NC1=C(C=NC=C1)F)C)C1OCCO1)F)F